COC(=O)[C@@H]1[C@@H](N(CC1)C(=O)OC(C)(C)C)C (2s,3s)-2-methylpyrrolidine-1,3-dicarboxylic acid 1-(tert-butyl) 3-methyl ester